CON(C(=O)C12CN(CC(C1)C2)C(=O)OC(C)(C)C)C tert-Butyl 1-[Methoxy(methyl)carbamoyl]-3-azabicyclo[3.1.1]heptane-3-carboxylate